5-Deuterio-4-[[(2R,3R,4S,5S)-3-(3,4-difluoro-2-methoxyphenyl)-4,5-dimethyl-5-(trifluoromethyl)tetrahydrofuran-2-carbonyl]amino]pyridin-2-carboxamid [2H]C=1C(=CC(=NC1)C(=O)N)NC(=O)[C@@H]1O[C@@]([C@H]([C@@H]1C1=C(C(=C(C=C1)F)F)OC)C)(C(F)(F)F)C